C1(CCC1)C=1C(=NN(C1NC(=O)NCC1CC(C1)(F)F)C)C1CC(C1)(F)F 1-(4-cyclobutyl-3-(3,3-difluoro-cyclobutyl)-1-methyl-1H-pyrazol-5-yl)-3-((3,3-difluorocyclobutyl)methyl)urea